ClC=1C=C2CO[C@H](C2=CC1)C1CCC(C1O)O 5-[(1S)-5-chloro-1,3-dihydroisobenzofuran-1-yl]Cyclopentane-1,2-diol